4-(4-{[4-fluoro-2-(trifluoromethyl)phenyl]methoxy}-3-methoxyphenyl)-2H,4H,5H,6H,7H-pyrazolo[3,4-b]pyridin-6-one FC1=CC(=C(C=C1)COC1=C(C=C(C=C1)C1C=2C(NC(C1)=O)=NNC2)OC)C(F)(F)F